1-(4-(4-((3-chloro-4-((5-methoxypyridin-3-yl)methoxy)phenyl)amino)-7H-pyrrolo[2,3-d]pyrimidin-5-yl)piperidin-1-yl)prop-2-en-1-one ClC=1C=C(C=CC1OCC=1C=NC=C(C1)OC)NC=1C2=C(N=CN1)NC=C2C2CCN(CC2)C(C=C)=O